1,5-bis(methylamino)-3-oxapentane CNCCOCCNC